OCC1CCC2(CCCN12)C(=O)OC Methyl 3-(hydroxymethyl)tetrahydro-1H-pyrrolizin-7a(5H)-formate